C(#N)C1=C(C=CC(=N1)C(=O)NC)N1CCN(CC1)CC1=CC=C2C(N(C(NC2=C1)=O)C)=S 6-cyano-N-methyl-5-(4-((3-methyl-2-oxo-4-thioxo-1,2,3,4-tetrahydroquinazolin-7-yl)methyl)piperazin-1-yl)picolinamide